2-Fluoro-4-(1-(2-methyl-2H-indazol-5-yl)-3-((piperidin-3-ylmethyl)amino)-1H-pyrazol-5-yl)benzonitrile FC1=C(C#N)C=CC(=C1)C1=CC(=NN1C1=CC2=CN(N=C2C=C1)C)NCC1CNCCC1